C(C1=CC=CC=C1)N1CCC(CC1)CC=1CC2=CC(=C(C=C2C1OC(COCCCCCCCCCCCCCC)=O)OC)OC 2-(tetradecyloxy)acetic acid 2-((1-benzylpiperidin-4-yl) methyl)-5,6-dimethoxy-1H-inden-3-yl ester